1-(3-(benzo[c][1,2,5]thiadiazol-5-yl)-6-(3-methoxypropyl)pyrazin-2-yl)piperidine-4-carboxylic acid N=1SN=C2C1C=CC(=C2)C=2C(=NC(=CN2)CCCOC)N2CCC(CC2)C(=O)O